FC(C=1C=C2CCN(CC2=CC1)C(=O)[O-])F 6-(difluoromethyl)-3,4-dihydroisoquinoline-2(1H)-carboxylate